OC(C)(C)C1=CC=C(C=N1)C=1N=C2C(=NC1)NC(CN2[C@H]2C[C@H](CC2)OC)=O 6-(6-(2-hydroxypropan-2-yl)pyridin-3-yl)-4-((1R,3S)-3-methoxycyclopentyl)-3,4-dihydropyrazino[2,3-b]pyrazin-2(1H)-one